C(C)C1=C(N=C(O1)CC1=NOC(=C1)C1=CC=C(C=C1)F)C(=O)O.C(C1=CC=CC=C1)(=O)NC1=C2N=CN(C2=NC=N1)[C@H]1[C@H]([C@H](O)[C@H](O1)COC(C1=CC=C(C=C1)OC)(C1=CC=C(C=C1)OC)C1=CC=CC=C1)SCOCC1=C(C=CC=C1)[N+](=O)[O-] N6-benzoyl-9-[5-O-(4,4'-dimethoxytrityl)-2-deoxy-2-(2-nitrobenzyloxymethyl)thio-beta-D-arabinofuranosyl]Adenine ethyl-2-((5-(4-fluorophenyl)isoxazol-3-yl)methyl)oxazole-4-carboxylate